C1(CC1)COC1=CC=CC(=N1)C1=CC(=C(C(=C1)F)N1CC(CC1)CC(=O)O)F (1-[4-(6-cyclopropylmethoxy-pyridin-2-yl)-2,6-difluoro-phenyl]-pyrrolidin-3-yl)-acetic acid